N1C(=NCC1)C=1C2=C(C(=NC1)N)C(=CS2)C2=CC=C(C=C2)OC2=NC=CC(=N2)C 7-(4,5-dihydro-1H-imidazol-2-yl)-3-(4-((4-methylpyrimidin-2-yl)oxy)phenyl)thieno[3,2-c]pyridin-4-amine